(1-(2-(Dimethylamino)ethyl)-6-(3-fluoro-1H-pyrazol-4-yl)-1H-indazol-3-yl)(6-fluorochroman-3-yl)methanone CN(CCN1N=C(C2=CC=C(C=C12)C=1C(=NNC1)F)C(=O)C1COC2=CC=C(C=C2C1)F)C